1H-indole-1,2-dicarboxylic acid di-tert-butyl ester C(C)(C)(C)OC(=O)N1C(=CC2=CC=CC=C12)C(=O)OC(C)(C)C